C(CCC)C1(CN(C2=C(S(C1)(=O)=O)C=C(C(=C2)SC)CNCC(=O)O)C2=CC(=CC=C2)OC)CCCC 2-(((3,3-dibutyl-5-(3-methoxyphenyl)-7-methylsulfanyl-1,1-dioxo-2,3,4,5-tetrahydrobenzo[b][1,4]thiazepin-8-yl)methyl)amino)acetic acid